N1(CCC1)CC=1C=NC(=NC1)N1CCC(CC1)N1C(C(N(C2=CC=CC=C12)C)=O)=O 1-(1-(5-(azetidin-1-ylmethyl)pyrimidin-2-yl)piperidin-4-yl)-4-methyl-1,4-dihydroquinoxaline-2,3-dione